5-amino-N-(cyclopropylmethyl)-N-(6-(trifluoromethyl)-2,3-dihydrobenzofuran-3-yl)benzo[c][2,6]naphthyridin-9-carboxamide NC1=NC2=C(C3=CN=CC=C13)C=C(C=C2)C(=O)N(C2COC1=C2C=CC(=C1)C(F)(F)F)CC1CC1